(R)-2-chloro-N-(5-chloro-6-(1-methyl-1H-imidazol-4-yl)pyridin-3-yl)-8,8-dimethyl-7,8-dihydro-6H-cyclopenta[e]pyrazolo[1,5-a]pyrimidine-6-carboxamide ClC1=NN2C(N=CC3=C2C(C[C@H]3C(=O)NC=3C=NC(=C(C3)Cl)C=3N=CN(C3)C)(C)C)=C1